C(C)OC(\C=C\C=1C=C2CCC(C2=CC1)NC(C1=CC=C(C=C1)N(C)C)=O)=O (E)-3-(1-(4-(dimethylamino)benzamido)-2,3-dihydro-1H-inden-5-yl)acrylic acid ethyl ester